6-[(2-bromothiophen-3-yl)methyl]adenosine BrC=1SC=CC1CC1(C2=NCN([C@H]3[C@H](O)[C@H](O)[C@@H](CO)O3)C2=NC=N1)N